4-(2-(cyclopropanesulfonamido)thiazol-4-yl)-N-(5-(6-(trifluoromethyl)pyrazin-2-yl)pyridin-2-yl)tetrahydro-2H-pyran-4-carboxamide C1(CC1)S(=O)(=O)NC=1SC=C(N1)C1(CCOCC1)C(=O)NC1=NC=C(C=C1)C1=NC(=CN=C1)C(F)(F)F